9-(4-(azetidin-3-yl)phenyl)-2-(2,6-dichlorophenyl)-3-methylimidazo[2,1-f][1,6]naphthyridine N1CC(C1)C1=CC=C(C=C1)C=1C=NC=2C=CN3C(C2C1)=NC(=C3C)C3=C(C=CC=C3Cl)Cl